Cl.ClC=1C(=C2C(=CC(=CC2=CC1)N)B1OC(C(O1)(C)C)(C)C)C#C[Si](C(C)C)(C(C)C)C(C)C 6-Chloro-4-(4,4,5,5-tetramethyl-1,3,2-dioxaborolan-2-yl)-5-((triisopropylsilyl)ethynyl)naphthalen-2-amine hydrochloride